2-Fluoro-7-nitroquinolin-8-ol FC1=NC2=C(C(=CC=C2C=C1)[N+](=O)[O-])O